4-(3-Bromo-1-(p-tolyl)-1H-pyrazol-5-yl)-2-fluorobenzonitrile BrC1=NN(C(=C1)C1=CC(=C(C#N)C=C1)F)C1=CC=C(C=C1)C